FC=1C=C(CN(C(=O)C2CCN(CC2)C2=NC=C(C(=N2)C2=C(C=NN2C)C)F)O)C=C(C1)F N-(3,5-difluorobenzyl)-1-(4-(1,4-dimethyl-1H-pyrazol-5-yl)-5-fluoropyrimidin-2-yl)-N-hydroxypiperidine-4-carboxamide